N(=O)C=1C(=C(C(=O)NC)C=CC1C(=O)NC)N=O dinitroso-N,N'-dimethyl-terephthalamide